FC(CN1N=CC=2C1=NC(=CN2)N2CC1(CN(C1)C1=NC(=NC(=C1)C)C(F)F)CC2)F 1-(2,2-difluoroethyl)-6-(2-(2-(difluoromethyl)-6-methylpyrimidin-4-yl)-2,6-diazaspiro[3.4]octan-6-yl)-1H-pyrazolo[3,4-b]pyrazine